C(C(=C)C)(=O)OCCNC(=O)OC1=C(C2=CC=CC=C2C=C1)C1=C(C=CC2=CC=CC=C12)OC(NC1=CC=CC2=CC=CC=C12)=O 2-{[({2'-[(1-Naphthylcarbamoyl)oxy]-1,1'-binaphthyl-2-yl}oxy)carbonyl]amino}ethyl methacrylate